2-chloro-N-cyclopentylimidazo[2,1-f][1,2,4]Triazin-4-amine ClC1=NN2C(C(=N1)NC1CCCC1)=NC=C2